thio-gallate C(C1=CC(O)=C(O)C(O)=C1)(=S)[O-]